O=C1NC(CCC1N1C(C2=CC=CC(=C2C1=O)NCC=1OC(=CN1)C1=CC=C(C=C1)F)=O)=O 2-(2,6-Dioxopiperidin-3-yl)-4-(((5-(4-Fluorophenyl)oxazol-2-yl)methyl)amino)isoindolin-1,3-dione